FC(C1=C(C=C2CCCN(C2=C1)C1=C2CN(CC2=CC(=C1)C1CCC(CC1)S(=O)(=O)C)C(C)=O)C=1C=NN(C1)C)F 1-(4-(7-(difluoromethyl)-6-(1-methyl-1H-pyrazol-4-yl)-3,4-dihydroquinolin-1(2H)-yl)-6-(4-(methylsulfonyl)cyclohexyl)isoindolin-2-yl)ethan-1-one